(1R,4'S)-4'-(4-(4-(dimethoxymethyl)piperidin-1-yl)phenyl)-2,3-dihydrospiro[indene-1,3'-isochroman]-7'-ol COC(C1CCN(CC1)C1=CC=C(C=C1)[C@@H]1[C@]2(OCC3=CC(=CC=C13)O)CCC1=CC=CC=C12)OC